4-((S)-4,4-difluoro-1-((s)-1-((5-(4-fluorophenoxy)pyridin-2-yl)amino)-1-oxopropan-2-yl)piperidin-3-yl)pyridine 1-oxide FC1([C@H](CN(CC1)[C@H](C(=O)NC1=NC=C(C=C1)OC1=CC=C(C=C1)F)C)C1=CC=[N+](C=C1)[O-])F